1-[3-(iododihydroxysilyl)hexyl]-2-imidazolidinone I[Si](C(CCN1C(NCC1)=O)CCC)(O)O